dithienyl-cyclopentene (4-nitrophenyl)N-[1-[4-[(2,6-dioxo-3-piperidyl)amino]-2-fluoro-phenyl]-4-piperidyl]carbamate [N+](=O)([O-])C1=CC=C(C=C1)OC(NC1CCN(CC1)C1=C(C=C(C=C1)NC1C(NC(CC1)=O)=O)F)=O.S1C(=CC=C1)C1=C(CCC1)C=1SC=CC1